NCCC(CCCN)N 2-aminoethyl-1,4-butanediamine